FC1CCNCC1 4-Fluoropiperidin